NC1=CC(=NN1CC(=O)N1C[C@@]2(CC1)C1=C(NC(O2)=O)C=CC(=C1F)Cl)C1=C(C=C(C=C1)F)F (R)-1'-(2-(5-Amino-3-(2,4-difluorophenyl)-1H-pyrazol-1-yl)acetyl)-6-chloro-5-fluorospiro[benzo[d][1,3]oxazine-4,3'-pyrrolidin]-2(1H)-one